Pentaerythritol tetrakis-(3-mercaptopropionat) SCCC(=O)OCC(COC(CCS)=O)(COC(CCS)=O)COC(CCS)=O